2-chloro-N-cyclopropyl-5-[1-[2-methyl-5-(2,2,3,3,4,4,5,5-octafluoropentyloxy)-4-(trifluoromethyl)pyrazol-3-yl]pyrazol-4-yl]benzamide ClC1=C(C(=O)NC2CC2)C=C(C=C1)C=1C=NN(C1)C=1N(N=C(C1C(F)(F)F)OCC(C(C(C(F)F)(F)F)(F)F)(F)F)C